1-iodo-3-aminobenzene IC1=CC(=CC=C1)N